NC1=CC=C(C=N1)N1CCC(CC1)O 1-(6-aminopyridin-3-yl)piperidin-4-ol